C(C)(C)[C@H]1[C@@H](C[C@@H](CC1)C)N1N=NC(=C1)C1=CC=CC2=CC=CC=C12 1-((1R,2S,5R)-2-isopropyl-5-methylcyclohexyl)-4-(naphthalene-1-yl)-1H-1,2,3-triazole